The molecule is a member of the class of pyrimidines that is pyrimidine which is substituted by hydroxycarbonothioyl groups at positions 2 and 4. It is a monothiocarboxylic acid and a member of pyrimidines. C1=CN=C(N=C1C(=O)S)C(=O)S